ClC=1C=C(C=C(C1)NS(=O)(=O)C)NC(=O)C1=CN(C(=C1)C1=NC=C(C=C1F)OCCN(C)C)C N-(3-chloro-5-(methylsulfonylamino)phenyl)-5-(5-(2-(dimethylamino)ethoxy)-3-fluoropyridin-2-yl)-1-methyl-1H-pyrrole-3-carboxamide